1-Carboxyethyl-3,3-dimethyl-9'-methoxyspiro[benz[g]-indolin-2,3'-[3H]-naphtho[2,1-b][1,4]oxazin] C(=O)(O)C(C)C1=NC2=C(OC13NC1=C4C(=CC=C1C3(C)C)C=CC=C4)C=CC4=CC=C(C=C42)OC